COC1=C(C(=O)NCC2=C(C=C(C=C2)C2=NN3C(NC4=C(CC3)C=CC=C4)=C2C(=O)N)C(F)(F)F)C=CC=C1 2-(4-((2-methoxybenzamido)methyl)-3-(trifluoromethyl)phenyl)-9,10-dihydro-4H-benzo[d]pyrazolo[1,5-a][1,3]diazepine-3-carboxamid